BrC1CC(OCC1)C=1C=CC(N(C1)C(C)C)=O 5-(4-bromotetrahydropyran-2-yl)-1-isopropyl-pyridin-2-one